(S)-3'-(hydroxymethyl)-4'-(3-(5-methylpyridin-2-yloxy)pyrrolidin-1-yl)biphenyl-2-carbaldehyde OCC=1C=C(C=CC1N1C[C@H](CC1)OC1=NC=C(C=C1)C)C=1C(=CC=CC1)C=O